BrC=1C=C2C(=NC=NN2C1)C1=CC(=C(CNC(OC(C)(C)C)=O)C=C1F)Cl tert-butyl (4-(6-bromopyrrolo[2,1-f][1,2,4]triazin-4-yl)-2-chloro-5-fluorobenzyl)carbamate